2-chloro-3-methyl-4-{2-[4-(trifluoromethyl)phenyl]propoxy}pyridine ClC1=NC=CC(=C1C)OCC(C)C1=CC=C(C=C1)C(F)(F)F